C(CCCCCCCCCCC)C=1C(=C(C=CC1)OC(NC1=CC=CC=C1)=O)CCCCCCCCCCCC N-phenyl-carbamic acid (didodecylphenyl) ester